2-amino-2-(2,2-difluorobenzo[d][1,3]dioxol-4-yl)acetonitrile NC(C#N)C1=CC=CC=2OC(OC21)(F)F